FCCCN1CC(C1)NC=1C=NC(=CC1)[C@H]1N([C@@H](CC=2C=C3C(=CC12)OCO3)C)CC(F)(F)F N-(1-(3-fluoropropyl)azetidin-3-yl)-6-((5S,7R)-7-methyl-6-(2,2,2-trifluoroethyl)-5,6,7,8-tetrahydro-[1,3]dioxolano[4,5-g]isoquinolin-5-yl)pyridin-3-amine